5-chloropyrazine-2,3-diamine ClC=1N=C(C(=NC1)N)N